ClC1=CC(=C2C(=N1)C(=C(S2)[C@@H]2CC=CC[C@H]2N(C)C)C#CCCCO)NCC=2SC=CC2 5-(5-chloro-2-((1R,6R)-6-(dimethylamino)cyclohex-3-en-1-yl)-7-((thiophen-2-ylmethyl)amino)thieno[3,2-b]pyridin-3-yl)pent-4-yn-1-ol